N[C@@H]1CN(CC1)CC1=CC=2C(=CN=C(C2C2=CC(=C(C#N)C=C2)F)C2=CC(=C(C=C2)OC)F)N1C (S)-4-(2-((3-aminopyrrolidin-1-yl)methyl)-5-(3-fluoro-4-methoxyphenyl)-1-methyl-1H-pyrrolo[2,3-c]pyridin-4-yl)-2-fluorobenzonitrile